FC1=CC=C(OC=2C=3C4=C(N(C3C=CC2)C)CCN(CC4)C(=O)OC(C)(C)C)C=C1 tert-butyl 10-(4-fluorophenoxy)-6-methyl-1,4,5,6-tetrahydroazepino[4,5-b]indole-3(2H)-carboxylate